1-[6-ethyl-5-(8-methylimidazo[1,2-a]pyridin-6-yl)-2-pyridyl]-4-piperidone C(C)C1=C(C=CC(=N1)N1CCC(CC1)=O)C=1C=C(C=2N(C1)C=CN2)C